4-({1',2'-dihydrospiro[cyclohexane-1,3'-pyrazolo[1,5-a]imidazol]-1'-yl}sulfonyl)-N,N-dimethylbenzene-1-sulfonamide N1(C=2N(C3(C1)CCCCC3)N=CC2)S(=O)(=O)C2=CC=C(C=C2)S(=O)(=O)N(C)C